C(C)S(=O)(=O)N[C@@H]1CC[C@H](CC1)CN1CCC2(CN(C2)C2=NC=NC=C2OC2=C(C(=O)N(C(C)C)CC)C=C(C=C2)F)CC1 2-{[4-(7-{[trans-4-(ethanesulfonamido)cyclohexyl]methyl}-2,7-diazaspiro[3.5]nonan-2-yl)pyrimidin-5-yl]oxy}-N-ethyl-5-fluoro-N-(propan-2-yl)benzamide